OC[C@H]1N(CCC1)C1=NC=CC(=N1)NC(=O)NC1=CC(=CC=C1)C=1C=NC=NC1 (S)-1-(2-(2-(hydroxymethyl)pyrrolidin-1-yl)pyrimidin-4-yl)-3-(3-(pyrimidin-5-yl)phenyl)urea